methyl trans-3-acetamido-1-methylcyclobutane-1-carboxylate Methyl-trans-3-amino-1-methylcyclobutane-1-carboxylate COC(=O)C1(CC(C1)N)C.C(C)(=O)NC1CC(C1)(C(=O)OC)C